(S)-2-(3-((4-aminopyrimidin-2-yl)oxy)pyrrolidin-1-yl)-N-(3-(2-((1,5-dimethyl-1H-pyrazol-3-yl)amino)-5-methylpyrimidin-4-yl)-1H-indol-7-yl)acetamide NC1=NC(=NC=C1)O[C@@H]1CN(CC1)CC(=O)NC=1C=CC=C2C(=CNC12)C1=NC(=NC=C1C)NC1=NN(C(=C1)C)C